N-[(1-benzylcyclobutyl)methyl]-3H-1,2,3-triazole-4-carboxamide C(C1=CC=CC=C1)C1(CCC1)CNC(=O)C=1NN=NC1